ClC=1C2=C(N(C(N1)=O)C=1C(=NC=CC1C)C(C)C)N=C(C(=C2Cl)Cl)Cl 4,5,6,7-Tetrachloro-1-(2-isopropyl-4-methylpyridin-3-yl)pyrido[2,3-d]pyrimidin-2(1H)-one